1,2-dimethylimidazoline CN1C(=NCC1)C